ClC1=CC=C(CC2=NSC(=N2)NC2CC3(C2)CC(C3)NCC3=C(C=CC=C3)OCC)C=C1 N-(3-(4-chlorobenzyl)-1,2,4-thiadiazol-5-yl)-N'-(2-ethoxybenzyl)spiro[3.3]heptane-2,6-diamine